N-bromophthalic diamide BrNC(C=1C(C(=O)N)=CC=CC1)=O